7-((1r,4r)-4-(6-(trifluoromethyl)pyridin-3-yl)cyclohexyl)-2-thia-7-azaspiro[3.5]nonane 2,2-dioxide FC(C1=CC=C(C=N1)C1CCC(CC1)N1CCC2(CS(C2)(=O)=O)CC1)(F)F